CC=1C(=NNC1)C[C@@H](C)C=1C=C(N)C=CC1 (R)-3-(1-(4-methyl-1H-pyrazol-3-yl)propan-2-yl)aniline